monoethoxyethylene glycol C(C)OC(CO)O